4-cyclobutoxy-N-(2,6-dichlorophenyl)-2-[(1-{[(2S)-4-methylmorpholin-2-yl]methyl}-1H-pyrazol-4-yl)amino]pyrimidine-5-carboxamide C1(CCC1)OC1=NC(=NC=C1C(=O)NC1=C(C=CC=C1Cl)Cl)NC=1C=NN(C1)C[C@@H]1CN(CCO1)C